ClC1=CC=C2C(=CNC2=C1N1N=CC2=C1CCC2)S(=O)(=O)NC=2C=NN(C2Cl)C(F)F 6-chloro-N-(5-chloro-1-(difluoromethyl)-1H-pyrazol-4-yl)-7-(5,6-dihydrocyclopenta[c]pyrazol-1(4H)-yl)-1H-indole-3-sulfonamide